tert-butyl (2R,3S,4S)-4-[(tert-butoxycarbonyl)oxy]-3-({2-[(3,3-difluorocyclobutyl)amino]acetyl}oxy)-2-[(4-methoxyphenyl)methyl]pyrrolidine-1-carboxylate C(C)(C)(C)OC(=O)O[C@@H]1[C@H]([C@H](N(C1)C(=O)OC(C)(C)C)CC1=CC=C(C=C1)OC)OC(CNC1CC(C1)(F)F)=O